(4-(ethoxymethyl)-4-phenethylpiperidin-1-yl)(6-methylpyridin-3-yl)methanone ethyl-(R)-2-chloropropionate C(C)OC([C@@H](C)Cl)=O.C(C)OCC1(CCN(CC1)C(=O)C=1C=NC(=CC1)C)CCC1=CC=CC=C1